BrC1=CC2=C(CN(CC(N2)=O)C)C=C1 8-bromo-4-methyl-3,5-dihydro-1H-1,4-benzodiazepine-2-One